2,3-diamino-4-hydroxy-pyridine NC1=NC=CC(=C1N)O